FC1=CC=C(C=C1)C=1N=CC2=CC=CC=C2C1C 3-(4-Fluorophenyl)-4-methylisoquinoline